COCC(OC1=CC=2N(C=C1)C=CN2)COC 7-(2-methoxy-1-methoxymethyl-ethoxy)-imidazo[1,2-a]pyridin